C(C)OP(OCC)(=O)CN amino-methyl-phosphonic acid diethylester